C(C)(C)(C)C=1C(=NN(C1NC(OC(CF)CF)=O)C)C1CC(C1)(F)F 1,3-difluoropropan-2-yl (4-(tert-butyl)-3-(3,3-difluorocyclobutyl)-1-methyl-1H-pyrazol-5-yl)carbamate